2-methoxy-1-(4-(2-((5-(pyrimidin-5-yl)thiazolo[5,4-b]pyridin-2-yl)amino)pyridin-4-yl)piperazin-1-yl)ethanone COCC(=O)N1CCN(CC1)C1=CC(=NC=C1)NC=1SC2=NC(=CC=C2N1)C=1C=NC=NC1